3-(5-(((trans-3-(3-cyclopropyl-4-(4-fluoro-2-methyl-2H-pyrazolo[3,4-c]pyridin-3-yl)-1H-pyrazol-1-yl)cyclobutyl)methyl)amino)-1-oxoisoindolin-2-yl)piperidine-2,6-dione C1(CC1)C1=NN(C=C1C=1N(N=C2C=NC=C(C21)F)C)[C@@H]2C[C@H](C2)CNC=2C=C1CN(C(C1=CC2)=O)C2C(NC(CC2)=O)=O